C(#N)C1C2C=CC(C1)C2 5-cyano-2-norbornene